ClC=1C=C2CC(CC2=CC1)NC1=NC=C(C=N1)C1=NC(=NO1)C N-(5-chloro-2,3-dihydro-1H-inden-2-yl)-5-(3-methyl-1,2,4-oxadiazol-5-yl)pyrimidin-2-amine